BrC1=C2C(=C(N1C)C(NC1=CC(=C(C=C1)F)Cl)=O)CC[C@H]2NC(OCC2=NN(C=N2)C)=O |r| racemic-(1-methyl-1H-1,2,4-triazol-3-yl)methyl (3-bromo-1-((3-chloro-4-fluorophenyl)carbamoyl)-2-methyl-2,4,5,6-tetrahydrocyclopenta[c]pyrrol-4-yl)carbamate